tert-butyl 2-((4-cyano-2-fluorobenzyl)amino)acetate C(#N)C1=CC(=C(CNCC(=O)OC(C)(C)C)C=C1)F